O[C@@H](CO)C1=C2C(=NC=C1)N(N=C2CNC(C=C)=O)C2=CC(=CC=C2)OC(F)(F)F |r| N-[[4-[rac-(1R)-1,2-dihydroxyethyl]-1-[3-(trifluoromethoxy)phenyl]pyrazolo[3,4-b]pyridin-3-yl]methyl]prop-2-enamide